tert-butyl 4-(hydroxymethyl)-6-(4,4,5,5-tetramethyl-1,3,2-dioxaborolan-2-yl)-1H-indole-1-carboxylate OCC1=C2C=CN(C2=CC(=C1)B1OC(C(O1)(C)C)(C)C)C(=O)OC(C)(C)C